thiophosphoaminocarboxylic acid P(=S)(=O)NC(=O)O